ClC1=CC(=C(C=C1Cl)C1=CCN(CC1)C(=O)OC(C)(C)C)OC tert-butyl 4-(4,5-dichloro-2-methoxyphenyl)-5,6-dihydropyridine-1(2H)-carboxylate